NC1=NC=2CC(CCC2C2=C1N=C(N2CC2(COC(OC2)(C)C)C)COCC)CCCN2CCN(CC2)C(=O)OC(C)(C)C tert-butyl 4-(3-(4-amino-2-(ethoxymethyl)-1-((2,2,5-trimethyl-1,3-dioxan-5-yl)methyl)-6,7,8,9-tetrahydro-1H-imidazo[4,5-c]quinolin-7-yl)propyl)piperazine-1-carboxylate